tert-butyl 4-(6-oxo-5-vinyl-1,6-dihydropyrimidin-2-yl)-2-azabicyclo[2.1.1]hexane-2-carboxylate O=C1C(=CN=C(N1)C12CN(C(C1)C2)C(=O)OC(C)(C)C)C=C